(R)-2-((2-chloro-5-((2,2,2-trifluoroethoxy)methyl)pyrimidin-4-yl)oxy)-1-fluoro-10-methyl-5,6,8,9,10,11-hexahydro-7H-pyrido[3',4':4,5]pyrrolo[2,3-f]isoquinolin-7-one ClC1=NC=C(C(=N1)OC=1N=CC=2CCC3=C(C2C1F)NC1=C3C(NC[C@H]1C)=O)COCC(F)(F)F